2-Chloro-7-(1H-pyrazol-4-yl)pyrrolo[2,1-f][1,2,4]triazine ClC1=NN2C(C=N1)=CC=C2C=2C=NNC2